N(=[N+]=[N-])CCCCC(=O)N[C@H](C(=O)N1[C@@H](C[C@H](C1)O)C(=O)NCC1=CC=C(C=C1)C1=C(N=CS1)C)C(C)(C)C (2s,4r)-1-((S)-2-(5-azidopentamido)-3,3-dimethylbutyryl)-4-hydroxy-N-(4-(4-methylthiazol-5-yl)benzyl)pyrrolidine-2-carboxamide